CC1C(CCC2=CC=C(C=C12)OC1=C(C=CC=C1)C1=CC(=CC=C1)C=C)NC(=O)OC(C)(C)C Methyl-2-((tert-butoxycarbonyl)amino)-7-((3'-vinyl-[1,1'-biphenyl]-2-yl)oxy)-1,2,3,4-tetrahydronaphthalene